3-Chloro-N-((2-(2,6-dioxopiperidin-3-yl)-1-oxoisoindolin-5-yl)methyl)-6-methoxybenzo[b]thiophene-2-carboxamide ClC=1C2=C(SC1C(=O)NCC=1C=C3CN(C(C3=CC1)=O)C1C(NC(CC1)=O)=O)C=C(C=C2)OC